N-methyl-3-(methylamino)benzenesulfinamide CNS(=O)C1=CC(=CC=C1)NC